C12(CC3CC(CC(C1)C3)C2)CN2N=CC(=C2C)C=2C(=NC(=CC2)N(C=2N=NC(=C(C2)C)NC=2SC3=NC=CC=C3N2)C)C(=O)NS(=O)(=O)CCCCCC(=O)OCC ethyl 6-(N-(3-(1-((1s,3s)-adamantan-1-ylmethyl)-5-methyl-1H-pyrazol-4-yl)-6-(methyl(5-methyl-6-(thiazolo[5,4-b]pyridin-2-ylamino)pyridazin-3-yl)amino)picolinoyl)sulfamoyl)hexanoate